tert-butyl (R)-(1-(4-(ethylsulfonyl)phenyl)-2-formamidoethyl)carbamate C(C)S(=O)(=O)C1=CC=C(C=C1)[C@H](CNC=O)NC(OC(C)(C)C)=O